CC=1SC2=C(N1)C=CC(=C2)[C@@H]2[C@H](C2)B2OC(C(O2)(C)C)(C)C 2-methyl-6-((1S,2S)-2-(4,4,5,5-tetramethyl-1,3,2-dioxaborolan-2-yl)cyclopropyl)benzo[d]thiazole